tert-butyl (R)-3-((S)-1-(tert-butoxy)-3-(3-formyl-1-((2-(trimethylsilyl)ethoxy)methyl)-1H-indazol-5-yl)-1-oxopropan-2-yl)pyrrolidine-1-carboxylate C(C)(C)(C)OC([C@@H](CC=1C=C2C(=NN(C2=CC1)COCC[Si](C)(C)C)C=O)[C@@H]1CN(CC1)C(=O)OC(C)(C)C)=O